C(C)OC1=NC=CC=C1C=1C=C(C=2N(N1)C(=NC2C(CC)C)C)NCC2=NNC=C2 (+)-2-(2-ethoxy-3-pyridyl)-7-methyl-N-(1H-pyrazol-3-ylmethyl)-5-[1-methylpropyl]imidazo[1,5-b]pyridazin-4-amine